CC=1C=C(C=CC1)C1=CC2=C(C(CCO2)=O)C=C1 7-(3-methylphenyl)-3,4-dihydro-2H-1-benzopyran-4-one